FC=1C=C(C=C(C1)F)[C@H]1NOCC1 (3S)-3-(3,5-difluorophenyl)-isoxazolidine